NC1(CN(CC1)C1=C(C=NC=C1C1=NC2=C(N1)C=CC=C2F)C=2C=C(C#N)C=CC2)CO 3-{4-[3-amino-3-(hydroxymethyl)pyrrolidin-1-yl]-5-(4-fluoro-1H-1,3-benzodiazol-2-yl)pyridin-3-yl}benzonitrile